silicon-cobalt-nickel oxygen [O].[Ni].[Co].[Si]